FC=1C(=NC(=NC1)N[C@@H]1CC[C@H](CC1)C(=O)OC)C1=CC(=CC=C1)N1C(OCCC1)=O methyl trans-4-((5-fluoro-4-(3-(2-oxo-1,3-oxazinan-3-yl)phenyl)pyrimidin-2-yl)amino)cyclohexane-1-carboxylate